2,2'-[1,4-phenylenebis(oxy-2,1-ethanediyloxy)]diethanethiol C1(=CC=C(C=C1)OCCOCCS)OCCOCCS